ClC1=CC=C2C=C(NC2=C1)C=O 6-chloro-1H-indole-2-carbaldehyde